C(#N)C=1COC(C1C=CC=1SC(=CC1)C1=CC=C(C=C1)N(C)C)(C)C 3-cyano-4-(2-(5-(4-(dimethylamino)phenyl)thiophene-2-yl)vinyl)-5,5-dimethylfuran